O=C1NC(CCC1N1C(C2=C(C=C(C=C2C1=O)CN1CCN(CC1)CCNC(=O)C1=CC2=C(O1)C(C1=CC=CC=C1C2=O)=O)F)=O)=O N-(2-(4-((2-(2,6-dioxopiperidin-3-yl)-7-fluoro-1,3-dioxoisoindolin-5-yl)methyl)piperazin-1-yl)ethyl)-4,9-dioxo-4,9-dihydronaphtho[2,3-b]furan-2-carboxamide